C(C)(C)[Si](C(C)C)(C(C)C)C#CC1=CC=C(C=C1)N(C(C1=CC=CC=C1)=O)O N-(4-((triisopropylsilyl)ethynyl)phenyl)-N-hydroxybenzoamide